ClC1=C2C=CN(C2=C(C=C1F)OCC1CCCCC1)C 4-chloro-7-(cyclohexylmethoxy)-5-fluoro-1-methyl-1H-indole